COC1=CC=C(CN2N=C(N=C2C=2N=C3N(C=CC(=N3)C(F)(F)F)C2)C(F)(F)F)C=C1 2-(1-(4-methoxybenzyl)-3-(trifluoromethyl)-1H-1,2,4-triazol-5-yl)-7-(trifluoromethyl)imidazo[1,2-a]pyrimidine